NC1=C(C=CC(=C1)OCC=1N=C2N(C=C(C=C2)C2CC2)C1)S(=O)(=O)N 2-amino-4-((6-cyclopropylimidazo[1,2-a]pyridin-2-yl)methoxy)benzenesulfonamide